1-((adamantan-1-yl)methyl)-3-(1-(4-isopropylbenzyl)-1H-indol-5-yl)urea C12(CC3CC(CC(C1)C3)C2)CNC(=O)NC=2C=C3C=CN(C3=CC2)CC2=CC=C(C=C2)C(C)C